BrCCOC1=C(C=C(C=C1)Cl)C1=CC(=CC=C1)C(=O)OC(C)(C)C tert-butyl 2'-(2-bromoethoxy)-5'-chloro-[1,1'-biphenyl]-3-carboxylate